ClC=1C=C(C[C@@]2(CC([C@@H](C2)NS(=O)(=O)C)(F)F)C(=O)[O-])C=CC1 (1R,4R)-1-(3-chlorobenzyl)-3,3-difluoro-4-(methylsulfonamido)cyclopentane-1-carboxylate